C(C)(=O)OCC=C[C@@H]1C[C@@H]([C@H]2C(N(C([C@H]21)=O)C2=CC=CC=C2)=O)C=C 3-((3aS,4S,6R,6aR)-1,3-dioxo-2-phenyl-6-vinyloctahydrocyclopenta[c]pyrrol-4-yl)allyl acetate